O=C(C(=O)NC=1C=C(C=NC1)C(=O)N)N1[C@@H](CC[C@H](C1)CC(F)(F)F)C1=CC=CC=C1 trans-5-[[2-oxo-2-[(2S,5S)-2-phenyl-5-(2,2,2-trifluoroethyl)-1-piperidyl]acetyl]amino]pyridine-3-carboxamide